4-(7-fluoro-[1,2,4]triazolo[4,3-a]quinazolin-5-yl)-8-(4,4,4-trifluoro-3,3-dimethylbut-1-yn-1-yl)-3,4-dihydro-2H-benzo[b][1,4]oxazine FC=1C=C2C(=NC=3N(C2=CC1)C=NN3)N3C1=C(OCC3)C(=CC=C1)C#CC(C(F)(F)F)(C)C